3-(4-hydroxyphenyl)prop-2-en-1-one OC1=CC=C(C=C1)C=CC=O